BrC1=CN=C(C2=CC=CC=C12)N(C(OC(C)(C)C)=O)C(=O)OC(C)(C)C tert-butyl N-(4-bromo-1-isoquinolyl)-N-tert-butoxycarbonyl-carbamate